C(C1=CC=CC=C1)N1C=2C(C=3C=CC=CC13)=CC=1N(C2)C=C(N1)C1=CC=CC=C1 6-benzyl-2-phenyl-6H-imidazo[1',2':1,6]Pyrido[3,4-b]Indole